(3-chloro-4-(3-methoxyphenyl)-2-azetidinon-1-yl)adamantanecarboxamide ClC1C(N(C1C1=CC(=CC=C1)OC)C1C2(CC3CC(CC1C3)C2)C(=O)N)=O